2-(4-(3-isopropyl-2-(1H-pyrazolo[3,4-b]pyridin-4-yl)-1H-indol-5-yl)piperidin-1-yl)ethan-1-amine C(C)(C)C1=C(NC2=CC=C(C=C12)C1CCN(CC1)CCN)C1=C2C(=NC=C1)NN=C2